4,4'-diaminobiphenyl-3-sulfonic acid NC1=C(C=C(C=C1)C1=CC=C(C=C1)N)S(=O)(=O)O